3-(4-Cyano-3-(trifluoromethyl)phenyl)-N-(4-hydroxyphenyl)-2-(trifluoromethyl)oxazolidin-5-carboxamid C(#N)C1=C(C=C(C=C1)N1C(OC(C1)C(=O)NC1=CC=C(C=C1)O)C(F)(F)F)C(F)(F)F